C(C)(C)(C)OC(=O)N1[C@H]2CN(C[C@@H]1CC2)C2=NC(=NC=1CC(C(CC21)C)C2=CC(=CC1=CC=CC=C21)OCC2=CC=CC=C2)Cl (1R,5S)-3-(7-(3-(benzyloxy)naphthalen-1-yl)-2-chloro-6-methyl-5,6,7,8-tetrahydroquinazolin-4-yl)-3,8-diazabicyclo[3.2.1]octane-8-carboxylic acid tert-butyl ester